tert-butyl 3-(5-(5-((-)-1-(6-cyanopyridin-2-yl)-3-cyclopropyl-1-((R)-1,1-dimethylethylsulfinamido)propyl)-2-fluorophenylcarbamoyl)-3-(trifluoromethyl)-1H-pyrazol-1-yl)benzylcarbamate C(#N)C1=CC=CC(=N1)C(CCC1CC1)(N[S@](=O)C(C)(C)C)C=1C=CC(=C(C1)NC(=O)C1=CC(=NN1C=1C=C(CNC(OC(C)(C)C)=O)C=CC1)C(F)(F)F)F